C(C)(C)N(CC)C(C)C.C(C)(C)(C)OC(=O)N[C@@H](C)C(=[18O])[18OH] N-t-butoxycarbonyl-(L-alanine-18O2) diisopropylethylamine salt